3-(6-bromo-5-fluoro-1-oxoisoindolin-2-yl)piperidine-2,6-dione BrC1=C(C=C2CN(C(C2=C1)=O)C1C(NC(CC1)=O)=O)F